O1C(=NC2=C1C=CC=C2)C2=CC=C(C1=CC=CC=C21)C=2OC1=C(N2)C=CC=C1 1,4-Bis(benzo[d]oxazol-2-yl)naphthalene